2-methyl-4-propionyl-piperazine-1-carboxylic acid tert-butyl ester C(C)(C)(C)OC(=O)N1C(CN(CC1)C(CC)=O)C